6-(2,6-dimethylphenyl)-2,2-dioxo-spiro[9-oxa-2λ6-thia-3,5,13,20-tetrazatricyclo[13.3.1.14,8]icosa-1(19),4(20),5,7,15,17-hexaene-11,4'-piperidine]-14-one CC1=C(C(=CC=C1)C)C1=NC=2NS(C=3C=CC=C(C(NCC4(CCNCC4)COC(=C1)N2)=O)C3)(=O)=O